FC(C1C(C1)C1=NNC(=C1)C=1C(=C(C(=CC1)O)N1CC(NS1(=O)=O)=O)F)F 5-(3-(3-(2-(difluoromethyl)cyclopropyl)-1H-pyrazol-5-yl)-2-fluoro-6-hydroxyphenyl)-1,2,5-thiadiazolidin-3-one 1,1-dioxide